N-[[3-[4-[(1-tert-butyl-3-fluoro-4-piperidyl)amino]-1-(2,2,2-trifluoroethyl)indol-2-yl]-1,2,4-oxadiazol-5-yl]methyl]-1-(2-methoxy-1-methyl-ethyl)pyrrole-3-carboxamide C(C)(C)(C)N1CC(C(CC1)NC1=C2C=C(N(C2=CC=C1)CC(F)(F)F)C1=NOC(=N1)CNC(=O)C1=CN(C=C1)C(COC)C)F